N1=CNC2=C1C=CC=N2 3H-imidazopyridine